FC(=C)CC(F)(F)F 2,4,4,4-tetrafluorobut-1-ene